(3S,4S)-4-amino-3-methyl-1-oxo-2-oxa-8-azaspiro[4.5]decane-8-carboxylic acid tert-butyl ester C(C)(C)(C)OC(=O)N1CCC2([C@@H]([C@@H](OC2=O)C)N)CC1